diethynyldivinylsilane C(#C)[Si](C=C)(C=C)C#C